Cl.CC1(C[C@H]2[C@@H](NC1)C1=C(O2)C=C(C=C1)C(F)(F)F)C cis-(4aS,9bS)-3,3-dimethyl-7-(trifluoromethyl)-1,2,3,4,4a,9b-hexahydrobenzofuro[3,2-b]pyridine hydrochloride